ClC1=C2C(=NC(=C1)C(C)C)N(C=N2)CC2=CC=C(C=C2)OC 7-chloro-5-isopropyl-3-(4-methoxybenzyl)-3H-imidazo[4,5-b]pyridine